(S)-3-(3',4'-dichlorobiphenyl-4-yl)-2-(7-hydroxycarbamoylheptanoylamino)-propionic acid methyl ester COC([C@H](CC1=CC=C(C=C1)C1=CC(=C(C=C1)Cl)Cl)NC(CCCCCCC(NO)=O)=O)=O